C(C(C)C)OC1=NN2C(C(=N1)N)=NC=C2CC2=CC=C(C=C2)CN2CCCC2 C2-isobutoxy-7-(4-(pyrrolidin-1-ylmethyl)benzyl)imidazo[2,1-f][1,2,4]triazin-4-amine